C(C)(=O)NCCN(C(=O)C=1N=C(NC1)[C@H]1N(C[C@@H](C1)O)C([C@H](C(C)(C)C)NC(=O)C1(CC1)F)=O)CCCCC1=CC=CC=C1 N-(2-acetamidoethyl)-2-[(2S,4R)-1-[(2S)-2-[(1-fluorocyclopropanecarbonyl)amino]-3,3-dimethyl-butyryl]-4-hydroxy-pyrrolidin-2-yl]-N-(4-phenylbutyl)-1H-imidazole-4-carboxamide